ClC=1C=CC(=C(C1)S(=O)(=O)NC=1C=C2C(N(C(C2=CC1)=O)C1C(NC(CC1)=O)=O)=O)OC 5-chloro-N-(2-(2,6-dioxopiperidin-3-yl)-1,3-dioxoisoindolin-5-yl)-2-methoxybenzene-sulfonamide